(1s,3s)-3-(6-fluorobenzo[d]thiazol-4-yl)cyclobutyl ((2-(2,6-dioxopiperidin-3-yl)-4-fluoro-3-oxoisoindolin-5-yl)methyl)carbamate O=C1NC(CC[C@@H]1N1CC2=CC=C(C(=C2C1=O)F)CNC(OC1CC(C1)C1=CC(=CC2=C1N=CS2)F)=O)=O